N-methyl-perfluorohexylsulfonamide CNS(=O)(=O)C(C(C(C(C(C(F)(F)F)(F)F)(F)F)(F)F)(F)F)(F)F